6-(1-(2,2-difluoroethyl)-4-(4-fluorophenyl)-1H-imidazol-5-yl)imidazo[1,2-a]pyridine-3-carbonitrile FC(CN1C=NC(=C1C=1C=CC=2N(C1)C(=CN2)C#N)C2=CC=C(C=C2)F)F